COC([C@@H](NC(CCCCCCCCCCC)=O)CCCCN)=O Lauroyl-lysine methyl ester